2,6-di(o-carboxybenzoyl)-1,3,5,7-tetrahydropyrrolo[3,4-f]isoindole C(=O)(O)C1=C(C(=O)N2CC3=CC=4CN(CC4C=C3C2)C(C2=C(C=CC=C2)C(=O)O)=O)C=CC=C1